COC(=O)N1C(C(CCC1)NS(=O)(=O)C)CC1=CC(=CC=C1)N1CCCC1 3-((methylsulfonyl)amino)-2-(3-(pyrrolidin-1-yl)benzyl)piperidine-1-carboxylic acid methyl ester